5-(2-amino-4-(3-amino-1H-indazol-5-yl)pyridin-3-yl)-1-phenylpent-4-yn-1-one NC1=NC=CC(=C1C#CCCC(=O)C1=CC=CC=C1)C=1C=C2C(=NNC2=CC1)N